Benzo[d][1,3]dioxolan-4-amine O1COC2=C1C=CC=C2N